(phenylmethyl) (E)-3-[1-[[tert-butyl(diphenyl)silyl]oxymethyl]-4-bicyclo[2.2.2]octanyl]-2-propenoate [Si](C1=CC=CC=C1)(C1=CC=CC=C1)(C(C)(C)C)OCC12CCC(CC1)(CC2)/C=C/C(=O)OCC2=CC=CC=C2